phenylthiophen C1(=CC=CC=C1)C=1SC=CC1